2-chloro-9-(4-methyl-1-naphthyl)-10-phenylanthracene ClC1=CC2=C(C3=CC=CC=C3C(=C2C=C1)C1=CC=CC=C1)C1=CC=C(C2=CC=CC=C12)C